N[C@H](C)C=1C=C(C=CC1)C1=CC(=CC(=C1)N1CCC2(COC2)CC1)COC1=C(C=CC=C1)CC(=O)O (R)-2-(2-((3'-(1-aminoethyl)-5-(2-oxa-7-azaspiro[3.5]nonan-7-yl)-[1,1'-biphenyl]-3-yl)methoxy)phenyl)acetic acid